(3-cyano-4-(4,4,5,5-tetramethyl-1,3,2-dioxaborin-2-yl)benzo[b]thiophen-2-yl)tert-butyl carbamate C(N)(OC(CC1=C(C2=C(S1)C=CC=C2B2OCC(C(O2)(C)C)(C)C)C#N)(C)C)=O